CN(S(=O)(=O)N[C@@H]1[C@@H](N([C@@H](C1)C)C(=O)OC)COC1CC2CC2(CC1)C1=NC=C(C=N1)F)C methyl (2R,3S,5R)-3-((N,N-dimethylsulfamoyl)amino)-2-(((6-(5-fluoropyrimidin-2-yl)bicyclo[4.1.0]heptan-3-yl)oxy)methyl)-5-methylpyrrolidine-1-carboxylate